N,N,N-trimethyl-N-2-methacryloxyethyl-ammonium chloride [Cl-].C[N+](CCOC(C(=C)C)=O)(C)C